tert-butyl 4-(1-((8-cyclopropyl-2-methylimidazo[1,2-a]pyridin-6-yl)carbamoyl)-2,3-dihydro-1H-pyrrolo[2,3-b]pyridin-4-yl)piperazine-1-carboxylate C1(CC1)C=1C=2N(C=C(C1)NC(=O)N1CCC=3C1=NC=CC3N3CCN(CC3)C(=O)OC(C)(C)C)C=C(N2)C